C12COCC(CNC1)N2C(=O)OC(C)(C)C tert-butyl 3-oxa-7,9-diazabicyclo[3.3.1]-nonane-9-carboxylate